(S)-3-amino-3-(pyrimidin-5-yl)propionic acid ethyl ester C(C)OC(C[C@@H](C=1C=NC=NC1)N)=O